3-(4-fluorophenyl)-1-(1-(6,7-difluoro-3-methyl-4-oxo-3,4-dihydrophthalazin-1-yl)ethyl)-1-(3-hydroxypropyl)urea FC1=CC=C(C=C1)NC(N(CCCO)C(C)C1=NN(C(C2=CC(=C(C=C12)F)F)=O)C)=O